2-[(2E)-2-(aminomethyl)-3-fluoroprop-2-en-1-yl]-4-({5-[(4-methoxyphenyl)ethynyl]thiophen-2-yl}methyl)-2,4-dihydro-3H-1,2,4-triazol-3-one hydrochloride Cl.NC/C(/CN1N=CN(C1=O)CC=1SC(=CC1)C#CC1=CC=C(C=C1)OC)=C\F